dimethyl 1,4-cyclohexanedicarboxylate C1(CCC(CC1)C(=O)OC)C(=O)OC